C(CCC(C)(C)C)(=O)OOC(CC(C)O)(C)C 1,1-dimethyl-3-hydroxy-butyl peroxyneoheptanoate